ONC(=N)C1=CC2=C(CN([C@H](CO2)C)C)C=C1 (S)-N-hydroxy-3,4-dimethyl-2,3,4,5-tetrahydrobenzo[f][1,4]oxazepine-8-carboximidamide